N[C@@H]1[C@H](C[C@@H](CC1)O)CC=1C=C2CN(C(C2=CC1)=O)C1C(NC(CC1)=O)=O 3-(5-(((1S,2S,5R)-2-amino-5-hydroxycyclohexyl)methyl)-1-oxoisoindolin-2-yl)piperidine-2,6-dione